(Z)-5-((Z)-5-methoxy-2-oxoindolin-3-ylidene)-3-phenyl-2-(phenylimino)-thiazolidin-4-one COC=1C=C2/C(/C(NC2=CC1)=O)=C/1\C(N(/C(/S1)=N/C1=CC=CC=C1)C1=CC=CC=C1)=O